CC1=C(C=CC(=C1)N)C1=CC=C(C=C1)N methyl-1,1'-biphenyl-4,4'-diamine